methyl (E)-3-(3-(N-((3-chloro-4'-(dimethylamino)-[1,1'-biphenyl]-4-yl)methyl)cyclohexanecarboxamido)-5-fluorophenyl)acrylate ClC=1C=C(C=CC1CN(C(=O)C1CCCCC1)C=1C=C(C=C(C1)F)/C=C/C(=O)OC)C1=CC=C(C=C1)N(C)C